BrC1=CSC=2N(C(=CC21)C2=NOC(=N2)CNC(=O)C=2C=NN(C2)C(C)(C)C)CC(F)(F)F N-[[3-[3-bromo-6-(2,2,2-trifluoroethyl)thieno[2,3-b]pyrrol-5-yl]-1,2,4-oxadiazol-5-yl]methyl]-1-tert-butyl-pyrazole-4-carboxamide